C(C1=CC=CC=C1)OC1=C(C(=O)O)C=C(C(=C1)OCC1=CC=CC=C1)C(=C)C 2,4-bis(benzyloxy)-5-isopropenylbenzoic acid